2,2'-bis(dibutylphosphinomethylene)-1,1'-biphenyl C(CCC)P(CCCC)C=C1C(C=CC=C1)=C1C(C=CC=C1)=CP(CCCC)CCCC